3-[4-[(2-bromoimidazol-1-yl)methyl]phenyl]-5-(trifluoromethyl)-1,2,4-oxadiazole BrC=1N(C=CN1)CC1=CC=C(C=C1)C1=NOC(=N1)C(F)(F)F